CC=1C(=CC(=NC1)N1CCNCC1)NC(C(C)N1C=C(C2=CC(=CC=C12)S(=O)(=O)N1CCCCC1)C)=O N-(5-methyl-2-piperazin-1-yl-4-pyridyl)-2-[3-methyl-5-(1-piperidylsulfonyl)indol-1-yl]propanamide